Di((9Z,12Z)-octadeca-9,12-dien-1-yl) (S)-2-(((2-(dimethylamino)ethyl)(methyl)carbamoyl)-oxy)succinate CN(CCN(C(=O)O[C@H](C(=O)OCCCCCCCC\C=C/C\C=C/CCCCC)CC(=O)OCCCCCCCC\C=C/C\C=C/CCCCC)C)C